(4S)-7-chloro-6-(2,6-difluorophenyl)-1,4-dimethyl-8-vinyl-4H-[1,2,4]triazolo[4,3-a][1,4]benzodiazepine ClC1=C(C=CC2=C1C(=N[C@H](C=1N2C(=NN1)C)C)C1=C(C=CC=C1F)F)C=C